ClC1=C(C(=C(C=C1OC)OC)Cl)C=1NC(C=2C=C(N=CC2C1)N[C@@H]1CNCC[C@@H]1NC(C=C)=O)=O N-((3R,4S)-3-((7-(2,6-dichloro-3,5-dimethoxyphenyl)-5-oxo-5,6-dihydro-2,6-naphthyridin-3-yl)amino)piperidin-4-yl)acrylamide